N-[(6-Amino-2-pyridyl)sulfonyl]-6-(2,3-dihydro-1,4-benzodioxin-6-yl)-2-(2,4,6-trimethylphenoxy)pyridin-3-carboxamid NC1=CC=CC(=N1)S(=O)(=O)NC(=O)C=1C(=NC(=CC1)C1=CC2=C(OCCO2)C=C1)OC1=C(C=C(C=C1C)C)C